tert-butyl ((1R,2R,4S)-7-azabicyclo[2.2.1]heptanyl)carbamate (2R,3R)-2,3-bis(benzoyloxy)succinate C(C1=CC=CC=C1)(=O)O[C@@H](C(=O)O)[C@H](C(=O)O)OC(C1=CC=CC=C1)=O.C12(CCC(CC1)N2)NC(OC(C)(C)C)=O